6-Phenethylpyridazin-3-amine C(CC1=CC=CC=C1)C1=CC=C(N=N1)N